4-(piperidin-1-ylmethyl)benzaldehyde N1(CCCCC1)CC1=CC=C(C=O)C=C1